CC1=CC(=C(C=C1C)CS)CS [4,5-dimethyl-2-(mercaptomethyl)phenyl]methanethiol